N-(2,6-difluoro-3-(5-(2-(fluoromethyl)pyrimidin-5-yl)-1H-pyrrolo[2,3-b]pyridine-3-carbonyl)phenyl)propane-1-sulfonamide FC1=C(C(=CC=C1C(=O)C1=CNC2=NC=C(C=C21)C=2C=NC(=NC2)CF)F)NS(=O)(=O)CCC